Tert-butyl 4,5-difluoro-2-iodobenzoate FC1=CC(=C(C(=O)OC(C)(C)C)C=C1F)I